S(=O)(=O)(O)OC12CC3C(C(CC(C1)C3)C2)NCC2=C(C(=CC(=C2)Br)Br)N trans-4-[(2-amino-3,5-dibromobenzyl)amino]adamantane-1-ol hydrogensulfate